BrC=1C(=C(OC2CCC(CC2)CCCCO)C=CC1)C 4-((1r,4s)-4-(3-bromo-2-methylphenoxy)cyclohexyl)butan-1-ol